pyrazine-2-carbonyl chloride N1=C(C=NC=C1)C(=O)Cl